(R)-3-phenylbutyrolactone C1(=CC=CC=C1)[C@H]1CC(=O)OC1